N-(4-chlorophenyl)-8-methoxy-1-methyl-5,6-dihydro-4H-benzo[6,7]cyclohepta[1,2-d]isoxazol-6-amine ClC1=CC=C(C=C1)NC1CCC2=C(C(=NO2)C)C2=C1C=C(C=C2)OC